1-[4-(3,5-Dichloro-2-methylphenyl)piperidin-1-yl]-2-{3-[(2R,6S)-2,6-dimethylmorpholin-4-carbonyl]-5,6-dihydrocyclopenta[c]pyrazol-1(4H)-yl}ethan-1-on ClC=1C(=C(C=C(C1)Cl)C1CCN(CC1)C(CN1N=C(C2=C1CCC2)C(=O)N2C[C@H](O[C@H](C2)C)C)=O)C